(E)-3-(1H-indol-3-yl)-N-(4-((6-methyl-2-(pyrrolidin-1-yl)pyrimidin-4-yl)amino)phenyl)-acrylamide N1C=C(C2=CC=CC=C12)/C=C/C(=O)NC1=CC=C(C=C1)NC1=NC(=NC(=C1)C)N1CCCC1